4-(5-phenylpyrazolo[1,5-a]pyrimidin-7-yl)morpholine butyl-pyroglutamate (Butyl-pyroglutamate) C(CCC)N1[C@@H](CCC1=O)C(=O)O.C(CCC)N1[C@@H](CCC1=O)C(=O)O.C1(=CC=CC=C1)C1=NC=2N(C(=C1)N1CCOCC1)N=CC2